(Z)-Ethyl (((2-oxoethyl)thio)(p-tolylamino)methylene)carbamate O=CCS\C(\NC1=CC=C(C=C1)C)=N/C(OCC)=O